Tert-butyl (3S)-3-(5-cyano-6-methyl-3-pyridyl)isoxazolidine-2-carboxylate C(#N)C=1C=C(C=NC1C)[C@H]1N(OCC1)C(=O)OC(C)(C)C